ClC1=NC(=C(C=2NC(NC(C21)=O)S=O)Cl)Cl 5,7,8-trichloro-2-hydrosulfinyl-1H,3H-pyrido[4,3-d]pyrimidin-4-one